NC1=C(C=C(N=N1)C1=C(C=CC=C1)O)N1CC2CCC(C1)N2C2=CC(=NC=C2)C#CCN2C[C@@H]1C([C@@H]1C2)CO 2-[6-amino-5-[8-[2-[3-[(1S,5R)-6-(hydroxymethyl)-3-azabicyclo[3.1.0]hexan-3-yl]prop-1-ynyl]-4-pyridyl]-3,8-diazabicyclo[3.2.1]octan-3-yl]pyridazin-3-yl]phenol